dimethyl-bis-n-propylhafnium (IV) C[Hf](CCC)(CCC)C